FC([C@]12CN(C[C@@]2(C1)C1=NN=C(O1)C1CCN(CC1)CC(=O)N)C1=C2C=CC=NC2=C(C=C1)C(F)(F)F)(F)F 2-(4-(5-((1S,5R)-5-(trifluoromethyl)-3-(8-(trifluoromethyl)quinolin-5-yl)-3-azabicyclo[3.1.0]hexan-1-yl)-1,3,4-oxadiazol-2-yl)piperidin-1-yl)acetamide